N4-(3-((tert-Butylsulfonyl)methyl)phenyl)-N2-(3-fluoro-4-(4-methylpiperazin-1-yl)phenyl)-5-methylpyrimidine-2,4-diamine C(C)(C)(C)S(=O)(=O)CC=1C=C(C=CC1)NC1=NC(=NC=C1C)NC1=CC(=C(C=C1)N1CCN(CC1)C)F